N1=C(C=CC=C1)C1(OC(=C(C1=O)O[Si](C)(C)C)N)C 2-(2-pyridinyl)-2-methyl-4-trimethylsiloxy-5-amino-3(2H)-furanone